((2S,4R)-4-hydroxy-5,5-dimethylpiperidin-2-yl)methanone O[C@@H]1C[C@H](NCC1(C)C)C=O